C(=O)(O)[C@H](O)[C@@H](O)C(=O)O.FC=1C=CC(=C(C(=O)N(C(C)C)C(C)C)C1)OC=1C(=NC=NC1)N1CC2(C1)CCN(CC2)C(=O)[C@H]2N[C@@H]1CC([C@H]2CC1)=C 5-fluoro-2-[4-{7-[(1S,3S,4R)-5-methylidene-2-azabicyclo[2.2.2]octane-3-carbonyl]-2,7-diazaspiro[3.5]nonan-2-yl}pyrimidin-5-yl]oxy-N,N-di(propan-2-yl)benzamide mono-L-tartrate